4-phenyl-1,3,5-triazine-2-thiol C1(=CC=CC=C1)C1=NC(=NC=N1)S